4,4'-[[1,1'-binaphthalene]-2,2'-diylbis(oxy)]dibenzoic acid C1(=C(C=CC2=CC=CC=C12)OC1=CC=C(C(=O)O)C=C1)C1=C(C=CC2=CC=CC=C12)OC1=CC=C(C(=O)O)C=C1